CC1=C(C=NC(=C1C(=O)OC)N1CCN(CCC1)CC(F)(F)F)C(F)(F)F methyl 4-methyl-2-(4-(2,2,2-trifluoroethyl)-1,4-diazepan-1-yl)-5-(trifluoromethyl)nicotinate